4-((4,4-difluorocyclohexyl)methyl)-2-methyl-5-(2-(trifluoromethyl)benzyl)-2,4-dihydro-3H-1,2,4-triazol-3-one FC1(CCC(CC1)CN1C(N(N=C1CC1=C(C=CC=C1)C(F)(F)F)C)=O)F